FC1=C(C#N)C(=CC=C1)CN1CC(C1)OC 2-fluoro-6-((3-methoxyazetidin-1-yl)methyl)benzonitrile